4-((2S)-1-((5-methoxy-7-methyl-1H-indol-4-yl)methyl)-4-(thiophen-3-yl)piperidin-2-yl)benzoic acid COC=1C(=C2C=CNC2=C(C1)C)CN1[C@@H](CC(CC1)C1=CSC=C1)C1=CC=C(C(=O)O)C=C1